N1C(CCCC1)C1=C(CN2C(NC(C3=C2C=CN3)=O)=C=S)C=CC=C1 1-(2-(piperidin-2-yl)benzyl)-2-thiocarbonyl-1,2,3,5-tetrahydro-4H-pyrrolo[3,2-d]pyrimidin-4-one